C(CCCCCCCCCCCCCCC)OC(C1=CC(=C(C(=C1)C(C)(C)C)O)C(C)(C)C)=O 3,5-di-t-butyl-4-hydroxy-benzoic acid hexadecyl ester